1'-methyl-6-((5S)-5-methylpiperidin-2-yl)-3H-spiro[benzofuran-2,4'-piperidine] CN1CCC2(CC1)OC1=C(C2)C=CC(=C1)C1NC[C@H](CC1)C